ClC1=NC=2N(C(=C1)C1=CC(=C(C#N)C=C1C)F)N=CN2 4-{5-chloro-[1,2,4]triazolo[1,5-a]pyrimidin-7-yl}-2-fluoro-5-methylbenzonitrile